naphthol fluorine [F].C1(=CC=CC2=CC=CC=C12)O